8-(3-chlorophenyl)-2-[(2,4-dimethoxyphenyl)methylamino]-6-(5-methyl-3,4-dihydro-2H-quinoxalin-1-yl)pyrido[2,3-d]pyrimidin-7-one ClC=1C=C(C=CC1)N1C(C(=CC2=C1N=C(N=C2)NCC2=C(C=C(C=C2)OC)OC)N2CCNC1=C(C=CC=C21)C)=O